CNC\C=C/1\C(NCC1)=O (E)-3-[2-(methylamino)ethylidene]pyrrolidin-2-one